2'-(pyridin-2-yl)-2',4',6',7'-tetrahydrospiro[[1,3]dioxolane-2,5'-indazole]-3'-ol N1=C(C=CC=C1)N1N=C2CCC3(CC2=C1O)OCCO3